(2,4-dimethoxybenzyl)-1,5-naphthyridine-2,4-diamine COC1=C(CC=2C(=NC3=CC=CN=C3C2N)N)C=CC(=C1)OC